4,4,5,5,6,6,7,7,7-nonafluoro-2-(4-methoxyphenyl)-1-phenylheptan-1-one FC(CC(C(=O)C1=CC=CC=C1)C1=CC=C(C=C1)OC)(C(C(C(F)(F)F)(F)F)(F)F)F